(Z)-4-thioxo-5-(4-fluorobenzylidene)thiazolidin-2-one S=C/1NC(S\C1=C/C1=CC=C(C=C1)F)=O